2-ethynyl-3-(trifluoromethyl)pyridine C(#C)C1=NC=CC=C1C(F)(F)F